C(C1=CC=CC=C1)N1N=CC(=C1)NC(=O)N1CC2(CN(C2)C(=O)[C@@H]2C(C2)(C)C)[C@@H](C1)C(=O)N[C@H](C(=O)NC)[C@@H](C)OCC1=CC=CC=C1 (S)-N6-(1-benzyl-1H-pyrazol-4-yl)-N8-((2S,3R)-3-(benzyloxy)-1-(methylamino)-1-oxobutan-2-yl)-2-((S)-2,2-dimethylcyclopropane-1-carbonyl)-2,6-diazaspiro[3.4]octane-6,8-dicarboxamide